COC[SiH](OC(=C)C)OC(=C)C Methoxymethyl-diisopropenyloxysilane